ClC1=C2C(=NC(=N1)Cl)N(N=C2CC)C2CCCCC2 4,6-dichloro-1-cyclohexyl-3-ethylpyrazolo[3,4-d]pyrimidine